(3,4-Dichlorophenyl)-1,1-dimethylurea ClC=1C=C(C=CC1Cl)NC(N(C)C)=O